2,2'-methylene-bis-(4-methyl-6-tert-butyl-phenol) C(C1=C(C(=CC(=C1)C)C(C)(C)C)O)C1=C(C(=CC(=C1)C)C(C)(C)C)O